tert-Butyl 3-(4-((4-chloro-2-fluorophenoxy)methyl)pyridin-2-yl)pyrrolidine-1-carboxylate ClC1=CC(=C(OCC2=CC(=NC=C2)C2CN(CC2)C(=O)OC(C)(C)C)C=C1)F